C1=CC=C2C=CC3=CC4=CC=CC=C4C1=C23 acephenanthrylene